C(CCC)C1OC(C2=CC(=CC=C12)C(=O)NNC1=CC=C(C=C1)Cl)=O 1-butyl-N'-(4-chlorophenyl)-3-oxo-1,3-dihydroisobenzofuran-5-carboxylic acid hydrazide